N,N-Dicarboxymethyl-L-glutamic acid C(=O)(O)CN([C@@H](CCC(=O)O)C(=O)O)CC(=O)O